ClC1=CN=NC=N1 1-Chloro-3,4,6-triazine